C(C)N1[C@@H](CCC1)CNC1=NC=C(C=N1)C(=O)N 2-((((s)-1-ethylpyrrolidin-2-yl)methyl)-amino)pyrimidine-5-carboxamide